ClC1=C(C=CC(=C1)OC)C#CC1=C2C=C(N=CC2=C(N=C1)NC)NC(=O)C1CC1 N-(5-((2-chloro-4-methoxyphenyl)ethynyl)-8-(methylamino)-2,7-naphthyridin-3-yl)cyclopropanecarboxamide